COC=1C=C(CN(C2=CC=C(C=C2)CN2CCCCC2)CC2=CC=C(C=C2)N2CCN(CC2)C)C=CC1 N-(3-methoxybenzyl)-N-(4-(4-methylpiperazin-1-yl)benzyl)-4-(piperidin-1-ylmethyl)aniline